C(CCCCCCC(=O)O)(=O)O.ON1C(CCC1=O)=O (N-hydroxysuccinimide) octanedioate